ethyl (5S)-5-[[5-(difluoromethyl)-2-methyl-pyrazol-3-yl]carbamothioylamino]-2-[[(1S,2S)-2-methylcyclopropanecarbonyl]amino]-4,5,6,7-tetrahydrobenzothiophene-3-carboxylate FC(C=1C=C(N(N1)C)NC(=S)N[C@H]1CCC2=C(C(=C(S2)NC(=O)[C@@H]2[C@H](C2)C)C(=O)OCC)C1)F